COC(C[C@@H]1CN(C[C@H](C1)C1=CC=C(C=C1)C(F)(F)F)CC1=CC(=CC(=C1)CN=[N+]=[N-])N=[N+]=[N-])=O trans-2-(1-(3-azido-5-(azidomethyl)benzyl)-5-(4-(trifluoromethyl)phenyl)piperidin-3-yl)acetic acid methyl ester